4-Normal Octylphenoxypentaethylene Glycol C(CCCCCCC)C1=CC=C(OC(COCCOCCOCCOCCO)O)C=C1